2-((5-(4-methylpiperazin-1-yl)-2-nitrophenyl)amino)-4-(phenylamino)pyrimidine-5-carbonitrile CN1CCN(CC1)C=1C=CC(=C(C1)NC1=NC=C(C(=N1)NC1=CC=CC=C1)C#N)[N+](=O)[O-]